2-ethyl-6-((trimethylsilyl)ethynyl)-2H-indazole C(C)N1N=C2C=C(C=CC2=C1)C#C[Si](C)(C)C